nitrilotriacetic acid monoazide N(CC(=O)O)(CC(=O)O)CC(=O)N=[N+]=[N-]